ClC=1C=CC(=C(C(=O)NCCCCCCCC(=O)O)C1)O.N1=CNC=C1 3H-imidazole 8-(5-chloro-2-hydroxybenzoamido)octanoic acid salt